1-{6-[cis-3-(5-amino-7-methoxy[1,2,4]triazolo[1,5-c]quinazolin-2-yl)cyclobutyl]pyridin-3-yl}-2-methylpropan-2-ol NC1=NC=2C(=CC=CC2C=2N1N=C(N2)[C@H]2C[C@H](C2)C2=CC=C(C=N2)CC(C)(O)C)OC